C(C)(C)(C)C=1C=NN(C1)C1=CC=C(C=C1)C(=O)N1CCN(CC1)C=1OC=2C(=NC(=CC2)Cl)N1 [4-(4-tert-butylpyrazol-1-yl)phenyl]-[4-(5-chlorooxazolo[4,5-b]pyridin-2-yl)piperazin-1-yl]methanone